3,3'-Dimethoxy-4,4'-biphenyl COC=1C=CC=CC1C1=C(C=CC=C1)OC